N1CC(C1)NC=1C=CC(=C(C(=O)NC2(CC2)C2=CC(=CC=C2)C=2SC(=CC2)CN2CCCC2)C1)C 5-(Azetidin-3-ylamino)-2-methyl-N-(1-(3-(5-(pyrrolidin-1-ylmethyl)thiophen-2-yl)phenyl)cyclopropyl)benzamide